C1(CC1)C1=CC(=NN1CC)C(=O)NC1=CC(=C(C=C1)C)C=1C=NC2=CC(=NC=C2C1)N(C)CC1=CC=C(C=C1)OC 5-cyclopropyl-1-ethyl-N-(3-(7-((4-methoxybenzyl)(methyl)amino)-1,6-naphthyridin-3-yl)-4-methylphenyl)-1H-pyrazole-3-carboxamide